trans-4-((4-(1-Isopropyl-1H-pyrazol-4-yl)pyridin-2-yl)((trans-4-(5-methoxy-6-methylpyridin-2-yl)cyclohexyl)methyl) carbamoyl)cyclohexyl morpholine-4-carboxylate N1(CCOCC1)C(=O)O[C@@H]1CC[C@H](CC1)C(N(C[C@@H]1CC[C@H](CC1)C1=NC(=C(C=C1)OC)C)C1=NC=CC(=C1)C=1C=NN(C1)C(C)C)=O